CN1C([C@H](N(CC1)CCCC1=CC=C(C=C1)[N+](=O)[O-])C)=O (R)-1,3-dimethyl-4-(3-(4-nitrophenyl)propyl)piperazin-2-one